NC1=C2C(=NC=N1)N(N=C2N2C(=CC1=CC=CC=C21)C(=O)NCCC)C(C)(C)C (4-amino-1-tert-butyl-pyrazolo[3,4-d]pyrimidin-3-yl)-N-propyl-1H-indole-2-carboxamide